C1(CC1)CS(=O)(=O)NC(=O)C1=NC(=C(C=C1)[N+](=O)[O-])OC([2H])([2H])[2H] N-((cyclopropylmethyl)sulfonyl)-6-(methoxy-d3)-5-nitropyridine-2-carboxamide